CN1N=CC(=C1C1=CC=2N(C=C1)N=C(C2)NC=2C=NN(C2)C)OC[C@@H]2N(CC2)C 5-[2-methyl-4-[[(2R)-1-methylazetidin-2-yl]methoxy]pyrazol-3-yl]-N-(1-methylpyrazol-4-yl)pyrazolo[1,5-a]pyridin-2-amine